SCC(=O)OC1CCC(CC1)OC(CS)=O 1,4-Cyclohexanediol bis(2-mercaptoacetate)